O[C@H]1C[C@@]2(C(CCC2C2C1[C@]1(CCC(N(C1=CC2)C)=O)C)C2(OCCO2)C)C (4aR,5S,6aS)-5-hydroxy-1,4a,6a-trimethyl-7-(2-methyl-1,3-dioxolan-2-yl)-1,3,4,4a,4b,5,6,6a,7,8,9,9a,9b,10-tetradecahydro-2H-indeno[5,4-f]quinolin-2-one